2-(2-chlorophenyl)-N-(2-((3-methoxypyridin-4-yl)methyl)-4-sulfamoyl-2H-indazol-6-yl)acetamide ClC1=C(C=CC=C1)CC(=O)NC=1C=C(C2=CN(N=C2C1)CC1=C(C=NC=C1)OC)S(N)(=O)=O